tri-aminoheptane NC(CCCCCC)(N)N